3-(6-methylpyrazin-2-yl)acrylamide CC1=CN=CC(=N1)C=CC(=O)N